C(CCCCCCC)C1=CC=C(C=C1)\C=C(/C#N)\C1=CC=C(C=C1)C1=CC=NC=C1 (Z)-3-(4-octylphenyl)-2-(4-(pyridin-4-yl)phenyl)acrylonitrile